C(C1=CC=CC=C1)N1C(CC(C1)C(=O)N1CCN(CC1)C=1C=CC=2N(C1)C(=C(N2)CC)N(C)C=2SC=C(N2)C2=CC=C(C=C2)F)=O 1-benzyl-4-(4-(2-ethyl-3-((4-(4-fluorophenyl)thiazol-2-yl)(methyl)amino)imidazo[1,2-a]pyridin-6-yl)piperazine-1-carbonyl)pyrrolidin-2-one